N[C@@H](C(C)C)C(=O)OC(=O)OC(CCC)(C)C ethyl(tert-butoxycarbonyl) valinate